O=C(\C=C/C1=CC=C(C(=O)NC(C(=O)NC(C(=O)O)CC(C)C)CC2=CC=CC=C2)C=C1)C1=CC=CC=C1 2-[[2-[[4-[(Z)-3-Oxo-3-phenyl-1-propenyl]benzoyl]amino]-3-phenylpropanoyl]amino]-4-methylpentanoic acid